ClC=1C(N(C(=CC1OCC1=NC=C(C=C1F)F)C)C1=CC(=NC=C1C)C)=O 3-chloro-4-[(3,5-difluoropyridin-2-yl)methoxy]-2',5',6-trimethyl-[1,4'-bipyridin]-2-one